N-(9-octadecenoyl)-γ-aminobutyric acid C(CCCCCCCC=CCCCCCCCC)(=O)NCCCC(=O)O